N-[(2S,3S,4R)-3,4-dihydroxy-1-{[(2S,3R,4S,5R,6R)-3,4,5-trihydroxy-6-(hydroxymethyl)oxan-2-yl]oxy}octadecan-2-yl]-8-(heptadecyldimethylsilyl)octanamide O[C@@H]([C@H](CO[C@H]1O[C@@H]([C@@H]([C@@H]([C@H]1O)O)O)CO)NC(CCCCCCC[Si](C)(C)CCCCCCCCCCCCCCCCC)=O)[C@@H](CCCCCCCCCCCCCC)O